4-p-toluylthiobenzophenone C1(=CC=C(C=C1)C1=CC=C(C(=S)C2=CC=CC=C2)C=C1)C